FC=1C=C(C=CC1OC1=CC=NC2=CC(=C(C=C12)OC)OCCN1CCC(CC1)O)NC(=O)C1=C2C(=CN(C1=O)C1=CC=C(C=C1)F)CCO2 N-(3-fluoro-4-((7-(2-(4-hydroxypiperidin-1-yl)ethoxy)-6-methoxyquinolin-4-yl)oxy)phenyl)-5-(4-fluorophenyl)-6-oxo-2,3,5,6-tetrahydrofuro[3,2-c]pyridine-7-carboxamide